ClC1=NC=CC=C1[C@H]1[C@H](C[C@]2(CCCN12)C(=O)OC(C)(C)C)CO tert-butyl (2S,3R,7aR)-3-(2-chloropyridin-3-yl)-2-(hydroxymethyl)tetrahydro-1H-pyrrolizine-7a(5H)-carboxylate